1-((2-(((1R,5S,6r)-3-oxabicyclo[3.1.0]hexan-6-yl)amino)pyridin-4-yl)methyl)-3-(1-(cyclopropanecarbonyl)indolin-6-yl)-5,5-dimethylimidazolidine-2,4-dione [C@H]12COC[C@@H]2C1NC1=NC=CC(=C1)CN1C(N(C(C1(C)C)=O)C1=CC=C2CCN(C2=C1)C(=O)C1CC1)=O